β-keto-dodecanoyl-CoA O=C(C(=O)SCCNC(CCNC([C@@H](C(COP(OP(OC[C@@H]1[C@H]([C@H]([C@@H](O1)N1C=NC=2C(N)=NC=NC12)O)OP(=O)(O)O)(=O)O)(=O)O)(C)C)O)=O)=O)CCCCCCCCCC